FC(C(=O)O)(F)F.C1(=CC=CC=C1)N(C1CCNCC1)C1=CC=CC=C1 N,N-diphenylpiperidin-4-amine trifluoroacetate